(R)-6-cyclopropyl-4-((1-(3-(1,1-difluoro-2-hydroxy-2-methylpropyl)-2-fluorophenyl)ethyl)amino)-2,8,8-trimethyl-6,8-dihydro-7H-pyrrolo[2,3-g]quinazolin-7-one C1(CC1)N1C(C(C2=C1C=C1C(=NC(=NC1=C2)C)N[C@H](C)C2=C(C(=CC=C2)C(C(C)(C)O)(F)F)F)(C)C)=O